ClC1=C(C(=NC(=N1)CO)N1C[C@@H]([C@@H](CC1)OC1=CC=C2CN(C(C2=C1)=O)C)F)C 6-(((3S,4R)-1-(6-chloro-2-(hydroxymethyl)-5-methylpyrimidin-4-yl)-3-fluoropiperidin-4-yl)oxy)-2-methylisoindolin-1-one